C(CCCCCCC\C=C/CCCCCCCC)(=O)OCC(OC(CCCCCCC\C=C/CCCCCCCC)=O)CO[C@H]1[C@H](O)[C@@H](O)[C@@H](O)[C@H](O1)CO 1,2-di-O-oleoyl-3-O-β-D-galactopyranosylglycerol